BrC=1SC(=C(N1)C)OC1=CC=C(C=C1)N1N=CN(C1=O)CC1=C(C=CC=C1F)F 2-[4-(2-bromo-4-methyl-thiazol-5-yl)oxyphenyl]-4-[(2,6-difluorophenyl)methyl]-1,2,4-triazol-3-one